C(=O)(O)CN(CC(=O)O)S(=O)(=O)C1=C(C=CC=C1)[N+](=O)[O-] 2-[N-(carboxymethyl)2-nitrobenzenesulfonylamino]acetic acid